[2-chloro-5-[(4-chlorophenoxy)carbonylamino]phenyl]boronic acid ClC1=C(C=C(C=C1)NC(=O)OC1=CC=C(C=C1)Cl)B(O)O